(4-azido-3,5-diisopropylphenyl)-methanol N(=[N+]=[N-])C1=C(C=C(C=C1C(C)C)CO)C(C)C